1-Methyl-2-(6-trifluoromethyl-benzothiazol-2-ylamino)-1H-benzoimidazole-5-carboxylic acid [2-((S)-3-methoxy-piperidin-1-yl)-2-oxo-ethyl]-amide CO[C@@H]1CN(CCC1)C(CNC(=O)C1=CC2=C(N(C(=N2)NC=2SC3=C(N2)C=CC(=C3)C(F)(F)F)C)C=C1)=O